FCCNCC(CC1=CC=C(C=N1)C=1C=C2CNC(C2=CC1)=O)C=1N=CNC(C1O)=O 5-(6-(3-((2-fluoroethyl)amino)-2-(5-hydroxy-6-oxo-1,6-dihydropyrimidin-4-yl)propyl)pyridin-3-yl)isoindolin-1-one